OC(C(=O)N1CC2=C(C=C(C=C2CC1)C=1C=C2C(=NC1)NC=C2C)[C@H]2N(CCC2)C(=O)OC(C)(C)C)C2CCOCC2 tert-butyl (S)-2-(2-(2-hydroxy-2-(tetrahydro-2H-pyran-4-yl)acetyl)-6-(3-methyl-1H-pyrrolo[2,3-b]pyridin-5-yl)-1,2,3,4-tetrahydroisoquinolin-8-yl)pyrrolidine-1-carboxylate